(1r,4r)-N1-(5-Methyl-4-(6-phenylimidazo[1,2-a]pyridin-3-yl)pyrimidin-2-yl)-N4-(1-methylpiperidin-4-yl)cyclohexane-1,4-diamine CC=1C(=NC(=NC1)NC1CCC(CC1)NC1CCN(CC1)C)C1=CN=C2N1C=C(C=C2)C2=CC=CC=C2